CC1=CCN(C=C1C=1N2C(C3=CC(=NC=C3C1)NC)=CC=N2)O 4-methyl-5-(9-(methylamino)pyrazolo[5,1-a][2,6]naphthyridin-5-yl)pyridin-1-ol